CC(CCO)CCC(C(=C)C)O 3,7-dimethyloct-7-en-1,6-diol